(R)-2,5,7-trimethyl-6-((1-(pyridin-3-yl)pyrrolidin-3-yl)methyl)-[1,2,4]triazolo[1,5-a]pyrimidine CC1=NN2C(N=C(C(=C2C)C[C@H]2CN(CC2)C=2C=NC=CC2)C)=N1